F[P-](F)(F)(F)(F)F.C(CCC)N1C=[N+](C=C1)C 1-Butyl-3-methylimidazolium hexafluorophosphate